C(#C)C1=NN(C(=C1)C)C1OCCCC1 3-ethynyl-5-methyl-1-(tetrahydro-2H-pyran-2-yl)-1H-pyrazole